ClC1=CC(=NC=N1)NCC1=CC=C(C=C1)C=1C=NN(C1)C 6-chloro-N-{[4-(1-methyl-1H-pyrazol-4-yl)phenyl]-methyl}-pyrimidin-4-amine